O=C1NC(CCC1N1C(C2=CC=CC(=C2C1=O)OCC1CCN(CC1)CC1CCNCC1)=O)=O 2-(2,6-dioxopiperidin-3-yl)-4-({1-[(piperidin-4-yl)methyl]piperidin-4-yl}methoxy)-2,3-dihydro-1H-isoindole-1,3-dione